C(C)(C)(C)OC(=O)N1C[C@H](OCC1)C(F)(F)C1=CC(=NC(=C1)Cl)Cl (2S)-2-[(2,6-dichloro-4-pyridinyl)-difluoro-methyl]morpholine-4-carboxylic acid tert-butyl ester